3-(2-chloropyrimidin-5-yl)-1-phenylpropan-2-en-1-one ClC1=NC=C(C=N1)C=CC(=O)C1=CC=CC=C1